6-amino-4-((3-chloro-4-methoxyphenyl)amino)-7-ethoxyquinoline-3-carbonitrile NC=1C=C2C(=C(C=NC2=CC1OCC)C#N)NC1=CC(=C(C=C1)OC)Cl